C1(=CC=C(C=C1)C1=NC(=NC(=N1)C(Cl)(Cl)Cl)C(Cl)(Cl)Cl)C 2-(p-tolyl)-4,6-bis(trichloromethyl)-s-triazine